4-[3-chloro-6-fluoro-2-[2-[4-(5-methyltetrazol-1-yl)phenyl]ethyl]phenyl]-5-hydroxy-2,6-dimethyl-pyridazin-3-one ClC=1C(=C(C(=CC1)F)C=1C(N(N=C(C1O)C)C)=O)CCC1=CC=C(C=C1)N1N=NN=C1C